N1(CCNCC1)C(=O)OC1=C2[C@H]3[C@H](C(OC2=CC(=C1)CCCCC)(C)C)CCC(=C3)C (6aR,10aR)-6,6,9-trimethyl-3-pentyl-6a,7,8,10a-tetrahydro-6H-benzo[c]chromen-1-yl piperazine-1-carboxylate